C(C1CO1)N(C=1C(=CC=C(C1C)N(CC1CO1)CC1CO1)C)CC1CO1 N,N,N',N'-tetraglycidylmeta-xylenediamine